ClC1=NC(=CC(=N1)CS(=O)(=O)NCC1=CC=C(C=C1)OC)N1[C@H](COCC1)CC (S)-1-(2-chloro-6-(3-ethylmorpholino)pyrimidin-4-yl)-N-(4-methoxybenzyl)methanesulfonamide